tert-butyl (1-(2-(4-chlorobenzoyl)hydrazinecarbonyl)piperidin-4-yl)carbamate ClC1=CC=C(C(=O)NNC(=O)N2CCC(CC2)NC(OC(C)(C)C)=O)C=C1